C(C)(C)(C)OC(=O)N1CC2=C(N=C(N=C2)Cl)CC1 2-chloro-7,8-dihydro-5H-pyrido[4,3-d]Pyrimidine-6-carboxylic acid tert-butyl ester